[Cl-].C(=C)C1=CC=C(C[N+](CCCCCC)(CCCCCC)CCCCCC)C=C1 4-vinylbenzyl-trihexyl-ammonium chloride